(R)-7-fluoro-2-(oxaprop-2-ylmethyl)-1,2,3,4-tetrahydroisoquinoline FC1=CC=C2CCN(CC2=C1)C[C@H](O)C